(Z)-vinyltrifluoromethane C(=C)C(F)(F)F